7,7-difluoro-2-[(2S)-2-methylazetidin-1-yl]-4-[4-(triazol-1-yl)phenyl]-5,6-dihydrocyclopenta[d]pyrimidine FC1(CCC2=C1N=C(N=C2C2=CC=C(C=C2)N2N=NC=C2)N2[C@H](CC2)C)F